5-[4-(Methylamino)phenyl]-1H-naphtho[1,2-b][1,4]diazepine CNC1=CC=C(C=C1)N1C2=C(NCC=C1)C1=CC=CC=C1C=C2